S1NN=C2C1=NC=N2 imidazo[4,5-d]-1,2,3-thiadiazole